4,4',4''-(ethane-1,1,1-triyl)Tris(2,6-bis(methoxymethyl)phenol) C(C)(C1=CC(=C(C(=C1)COC)O)COC)(C1=CC(=C(C(=C1)COC)O)COC)C1=CC(=C(C(=C1)COC)O)COC